1-(2-fluoro-4-{5-[2-(pyridin-2-yl)acetamido]-1,3,4-thiadiazol-2-yl}butyl)-N-methyl-1H-1,2,3-triazole-4-carboxamide FC(CN1N=NC(=C1)C(=O)NC)CCC=1SC(=NN1)NC(CC1=NC=CC=C1)=O